C(C1=CC=CC=C1)O[C@@H]1[C@@H](N(C[C@@H]([C@H]1OCC1=CC=CC=C1)OCC1=CC=CC=C1)CC1CCC(CC1)C(F)F)COCC1=CC=CC=C1 (2S,3R,4R,5S)-3,4,5-tris(benzyloxy)-2-((benzyloxy)methyl)-1-(((1s,4R)-4-(difluoromethyl)cyclohexyl)methyl)piperidine